FC1=CC=C(C=C1)C1=CC=C(C=C1)C1=C(N=C(S1)N1CC(OCC1)C(=O)OC)C1=CC=CC=C1 methyl 4-(5-(4'-fluorobiphenyl-4-yl)-4-phenylthiazol-2-yl)morpholine-2-carboxylate